C(C)(C)(C)C1=CC=C(C=C1)SC1=CC=C(C=C1)C(C)(C)C bis(4-(t-butyl) phenyl) sulfide